S(=O)(=O)(O)C1=CC=C(C)C=C1.NCCCOC1=NC=CC(=C1C1=CC(=NN1)NC=1N=CC(=NC1)C#N)OC 5-({5-[2-(3-aminopropoxy)-4-methoxypyridin-3-yl]-1H-pyrazol-3-yl}amino)pyrazine-2-carbonitrile tosylate salt